2-{4-[6-(6-ethynyl-5-fluoro-4-methylpyridin-3-yl)-4,7-dimethyl-7H-pyrrolo[2,3-d]pyrimidin-5-yl]-2-fluorophenoxy}-4-methylpyrimidine C(#C)C1=C(C(=C(C=N1)C1=C(C2=C(N=CN=C2C)N1C)C1=CC(=C(OC2=NC=CC(=N2)C)C=C1)F)C)F